(4-(2-fluoroethoxy)-3-methylphenyl)(piperazin-1-yl)methanone FCCOC1=C(C=C(C=C1)C(=O)N1CCNCC1)C